CC(CC=C)CC 4-methyl-1-hexene